2-(ethylsulfanyl)-N-((6-methoxy-pyridin-2-yl)methyl)ethan-1-amine C(C)SCCNCC1=NC(=CC=C1)OC